(2S,3S,4R,5R)-5-(2-(5-fluoropyridin-3-yl)-6-(((4-methylpyridin-2-yl)methyl)amino)-9H-purin-9-yl)-3,4-dihydroxyl-N-methyltetrahydrofuran-2-carboxamide FC=1C=C(C=NC1)C1=NC(=C2N=CN(C2=N1)[C@H]1[C@@H]([C@@H]([C@H](O1)C(=O)NC)O)O)NCC1=NC=CC(=C1)C